O(C1=CC=CC=C1)[C@H]1C(C[C@]([C@H]([C@@H]1OC1=CC=CC=C1)OC1=CC=CC=C1)(O)COC1=CC=CC=C1)=O (2R,3S,4S,5S)-2,3,4-tris(phenoxy)-5-[(phenoxy)methyl]-5-hydroxycyclohexane-1-one